4-(2-(dimethylamino)-2-oxoethyl)-9-fluoro-N-(2-fluoro-6-methoxybenzyl)-3-methyl-5-oxo-2,3,4,5-tetrahydrobenzofuro[2,3-f][1,4]oxazepine-3-carboxamide CN(C(CN1C(COC2=C(C1=O)OC1=C2C=C(C=C1)F)(C(=O)NCC1=C(C=CC=C1OC)F)C)=O)C